OC1=C(C2=C(NN=N2)C=C1)C1=CC=CC=C1 hydroxy-phenyl-benzo-triazole